FC(C(F)(F)F)F.[Cr] chromium pentafluoroethane